COCCN(C(C=C)=O)C1CN(C2=CC=CC=C2C1)C1=CC=C(C=C1)C(F)(F)F N-(2-methoxyethyl)-N-(1-(4-(trifluoromethyl)phenyl)-1,2,3,4-tetrahydroquinolin-3-yl)acrylamide